methyl 5-fluoro-4-(4-(4-(methoxycarbonyl)-3-nitrophenoxy)butoxy)-2-nitrobenzoate FC=1C(=CC(=C(C(=O)OC)C1)[N+](=O)[O-])OCCCCOC1=CC(=C(C=C1)C(=O)OC)[N+](=O)[O-]